ClC1=C(C=CC=C1)CN1N=C(C=C1C1=CC(=CC=C1)OC)COC(C(=O)OC)(C)C Methyl 2-([1-[(2-chlorophenyl)methyl]-5-(3-methoxyphenyl)1H-pyrazol-3-yl]methoxy)-2-methyl-propanoate